C(C)(C)C1=NN(C(C2=CC=C(C=C12)C=C)=O)CC(=O)OCC ethyl 2-(4-isopropyl-1-oxo-6-vinylphthalazin-2(1H)-yl)acetate